CC1=NC(=CC=C1S(=O)(=O)NC=1C=CC=C2C=CC=NC12)C 2,6-dimethyl-N-(quinolin-8-yl)pyridine-3-sulfonamide